N1-[(2,4-dimethoxyphenyl)methyl]-N5-[[2-[(3-methyl-5,6,7,8-tetrahydroimidazo[1,2-a]pyridin-7-yl)methoxy]-4-pyridyl]methyl]isoquinoline-1,5-diamine COC1=C(C=CC(=C1)OC)CNC1=NC=CC=2C(=CC=CC12)NCC1=CC(=NC=C1)OCC1CC=2N(CC1)C(=CN2)C